5-chloro-2-isocyano-1,1'-biphenyl ClC=1C=CC(=C(C1)C1=CC=CC=C1)[N+]#[C-]